ClCS(=O)(=O)NC1=C(C=C(C=C1)C1=NOC(C1)(C(F)(F)F)C1=CC(=CC(=C1)Cl)Cl)C 1-chloro-N-(4-(5-(3,5-dichlorophenyl)-5-(trifluoromethyl)-4,5-dihydroisoxazol-3-yl)-2-methylphenyl)methanesulfonamide